di-tert-butyl (2-((4-bromo-2-((tert-butoxycarbonyl)imino)-3-methyl-2,3-dihydro-1H-imidazol-1-yl)methyl)propane-1,3-diyl)dicarbamate BrC=1N(C(N(C1)CC(CNC(OC(C)(C)C)=O)CNC(OC(C)(C)C)=O)=NC(=O)OC(C)(C)C)C